C(C)(C)N1C(=NC2=NC=C(C=C21)C2=CNC1=NC=C(C=C12)C(=O)N1CCN(CC1)C)C (3-(1-isopropyl-2-methyl-1H-imidazo[4,5-b]pyridin-6-yl)-1H-pyrrolo[2,3-b]pyridin-5-yl)(4-methylpiperazin-1-yl)methanone